NCC=1C=NC(=NC1)C1=C(C=C(C#N)C=C1)OC=1N(N=C(C1)C1=NC=NC=C1)C 4-[5-(aminomethyl)pyrimidin-2-yl]-3-(2-methyl-5-pyrimidin-4-ylpyrazol-3-yl)oxybenzonitrile